COC(=O)C1OCCCC1 (methoxycarbonyl)tetrahydro-2H-pyran